C1=NC=CC2=C(C=CC=C12)OC(C(=O)OC)(C)C methyl 2-(isoquinolin-5-yloxy)-2-methylpropionate